N[C@@H]1CC[C@H](N(C1)C(=O)OC(C)(C)C)C(=O)OCC 1-(tert-butyl) 2-ethyl (2S,5R)-5-aminopiperidine-1,2-dicarboxylate